4-[5-cyclopropyl-8-(3,8-diazabicyclo[3.2.1]octan-3-yl)-4-fluoro-2,7-naphthyridin-3-yl]-5-ethynyl-6-fluoro-naphthalen-2-ol C1(CC1)C1=C2C(=C(N=CC2=C(N=C1)N1CC2CCC(C1)N2)C2=CC(=CC1=CC=C(C(=C21)C#C)F)O)F